N-[(3-chloro-2-fluorophenyl)methyl]cyclopropylamine ClC=1C(=C(C=CC1)CNC1CC1)F